(3S)-4-benzyl-3-(2-hydroxyethyl)piperazine-1-carboxylic acid tert-butyl ester C(C)(C)(C)OC(=O)N1C[C@@H](N(CC1)CC1=CC=CC=C1)CCO